tert-butyl 4-[2-(3-amino-6-chloro-pyridazin-4-yl)-4-pyridyl]-3,3-difluoro-2,6-dihydropyridine-1-carboxylate NC=1N=NC(=CC1C1=NC=CC(=C1)C=1C(CN(CC1)C(=O)OC(C)(C)C)(F)F)Cl